C(C)(C)N1CCC(CC1)C1=CN=C(S1)C1=NNC(=C1CC(F)(F)F)C=1C=C(C=2N(C1)N=CN2)C 5-(1-isopropylpiperidin-4-yl)-2-(5-(8-methyl-[1,2,4]triazolo[1,5-a]pyridin-6-yl)-4-(2,2,2-trifluoroethyl)-1H-pyrazol-3-yl)thiazole